4-(2-azaspiro[3.3]heptan-6-ylmethyl)-3-fluoro-benzonitrile C1NCC12CC(C2)CC2=C(C=C(C#N)C=C2)F